BrC=1C=C(\C=N\C2=CC=C(C(=O)O)C=C2)C=C(C1OC(\C=C\C1=CC(=CC=C1)Cl)=O)OC 4-((E)-((E)-3-bromo-4-((E)-3-(3-chlorophenyl)acryloyloxy)-5-methoxybenzylidene)amino)benzoic acid